5-cyclopropyl-N-(5-(difluoromethyl)-6-(2H-1,2,3-triazol-2-yl)pyridin-3-yl)-1-(2-oxo-1,2-dihydropyrrolo[4,3,2-ij]isoquinolin-6-yl)-1H-pyrazole-4-carboxamide C1(CC1)C1=C(C=NN1C1=CN=C2C3=C(C=CC=C13)C(N2)=O)C(=O)NC=2C=NC(=C(C2)C(F)F)N2N=CC=N2